5-(pyrrolidine-1-carbonyl)pyridine-2(1H)-one N1(CCCC1)C(=O)C=1C=CC(NC1)=O